7-(3-(Difluoromethyl)-1H-pyrazol-4-yl)-3-(3-fluoro-5-methoxybenzyl)quinazolin FC(C1=NNC=C1C=1C=CC2=CN(CN=C2C1)CC1=CC(=CC(=C1)OC)F)F